4-cyclopropyl-2-(4-fluoro-2-methylphenoxy)-N-(4-fluoro-3-(3-hydroxy-1H-pyrazol-5-yl)phenyl)-5-(trifluoromethyl)benzamide C1(CC1)C1=CC(=C(C(=O)NC2=CC(=C(C=C2)F)C2=CC(=NN2)O)C=C1C(F)(F)F)OC1=C(C=C(C=C1)F)C